C(=O)(O)C=1C(=C(C=C(C1)O)C1=NC=NC(=N1)C1=CC(=C(C=C1)O)O)O 2-(3-Carboxy-2,5-dihydroxyphenyl)-4-(3,4-dihydroxyphenyl)-1,3,5-triazine